The molecule is a trisaccharide consisting of two beta-D-glucopyranose residues and a D-galactopyranose residue joined in sequence by (1->2) and (1->3) glycosidic bonds. C([C@@H]1[C@H]([C@@H]([C@H]([C@@H](O1)O[C@@H]2[C@H]([C@@H]([C@H](O[C@H]2O[C@H]3[C@H]([C@H](OC([C@@H]3O)O)CO)O)CO)O)O)O)O)O)O